CC1=C(C(NC(=C1)C)=O)CN1C(C=2C(=C3C(=C(C2CC1)C=1OC=CC1)OC(O3)([C@@H]3CC[C@H](CC3)NC)C)C)=O 6-((4,6-dimethyl-2-oxo-1,2-dihydropyridin-3-yl)methyl)-9-(furan-2-yl)-2,4-dimethyl-2-(trans-4-(methyl-amino)cyclohexyl)-7,8-dihydro-[1,3]dioxolo[4,5-g]isoquinolin-5(6H)-one